CC1=CC=CC=2C3=C(NC12)C(N(C=N3)CCC(N3CCN(CC3)C3=CC(=CC=C3)C(F)(F)F)=O)=O 6-methyl-3-(3-oxo-3-(4-(3-(trifluoromethyl)phenyl)piperazin-1-yl)propyl)-3,5-dihydro-4H-pyrimido[5,4-b]indol-4-one